1-(trans-4-cyanotetrahydro-2H-pyran-3-yl)-3-((1-hydroxy-1,3-dihydrobenzo[c][1,2]oxaborol-5-yl)amino)-1H-pyrazole-4-carboxamide C(#N)[C@H]1[C@@H](COCC1)N1N=C(C(=C1)C(=O)N)NC1=CC2=C(B(OC2)O)C=C1